C(CCC)N(C([S-])=S)CCCC.[Cu+2].C(CCC)N(C([S-])=S)CCCC copper (II) dibutyldithiocarbamate